C(C)(C)(C)OC(=O)NCCC[C@@H](C(=O)OC)NC(C1=CC=C(C=C1)CCC=1C(=C2C(=NC(=NC2=CC1)N)N)Cl)=O Methyl (S)-5-((tert-butoxycarbonyl)amino)-2-(4-(2-(2,4-diamino-5-chloroquinazolin-6-yl)ethyl) benzamido)pentanoate